ClC1=CC(=CC(=N1)N1CCN(CC1)S(=O)(=O)C1=CC=C(C=C1)N1C(CCC1)=O)C(F)(F)F 1-[4-[4-[6-chloro-4-(trifluoromethyl)-2-pyridinyl]piperazin-1-yl]sulfonylphenyl]pyrrolidin-2-one